C(#N)C1=CC=C(C=C1)CCC(=O)NC1=C(C(=NN1)C1=CC=NC=C1)C 3-(4-Cyanophenyl)-N-(4-methyl-3-(pyridin-4-yl)-1H-pyrazol-5-yl)propanamide